N,N',N''-tris-cyclohexyl-1,3,5-benzenetricarboxamide C1(CCCCC1)NC(=O)C1=CC(=CC(=C1)C(=O)NC1CCCCC1)C(=O)NC1CCCCC1